C(C)OC(=O)C=1C(=NC(=NC1)NCCCC)NC1=CC(=CC=C1)[N+](=O)[O-] 2-(butylamino)-4-((3-nitrophenyl)amino)pyrimidine-5-carboxylic acid ethyl ester